CN(C)CC1=CC=C(C=C1)[S@@](=O)(N)=NC(NC1=C2C(=CC=3CCCC13)CC2)=O |o1:10| (R) or (S)-4-((dimethylamino)methyl)-N'-((2,4,5,6-tetrahydro-1H-cyclobuta[f]inden-3-yl)carbamoyl)benzenesulfonimidamide